3-((5-(Aminomethyl)-6-fluoropyridin-2-yl)amino)piperidine-2,6-dione NCC=1C=CC(=NC1F)NC1C(NC(CC1)=O)=O